ClC=1C=CC(=C(C=NC(C(=O)O)C(C)C)C1)O 2-(5-chloro-2-hydroxy-benzylideneamino)-3-methylbutanoic acid